(S)-N1-benzyl-N2-(7-(3-(4-hydroxypiperidin-1-yl)prop-1-yn-1-yl)-5-methyl-4-oxo-2,3,4,5-tetrahydrobenzo[b][1,4]oxazepin-3-yl)oxalamide C(C1=CC=CC=C1)NC(C(=O)N[C@@H]1C(N(C2=C(OC1)C=CC(=C2)C#CCN2CCC(CC2)O)C)=O)=O